ClC=1C(=CC(=C(C1)C=1NC=2C=CN=C(C2C(C1)=O)C(=O)N)C)[C@@]1(CC(CC1)(F)F)C (S)-2-(5-chloro-4-(3,3-difluoro-1-methylcyclopentyl)-2-methylphenyl)-4-oxo-1,4-dihydro-1,6-naphthyridine-5-carboxamide